C(C)(C)(C)OC(=O)N1CC(CCC1)C=1C(=NC=CC1)C 3-(2-methylpyridin-3-yl)piperidine-1-carboxylic acid tert-butyl ester